COCC1=CC=C(C=C1)C1=CC=C(C=C1)COC bis(methoxymethyl)-1,1'-biphenyl